FC=1C(=NC=CC1)N1N=CC(=C1C(F)(F)F)C(=O)O 1-(3-fluoropyridin-2-yl)-5-(trifluoromethyl)-1H-pyrazole-4-carboxylic acid